tert-butyl (1-(((10-(4-amino-2-fluorophenoxy)-2,3-dihydro-[1,4]dioxino[2,3-f]quinolin-5-yl)oxy)methyl)cyclopropyl)carbamate NC1=CC(=C(OC2=CC=NC3=CC(=C4C(=C23)OCCO4)OCC4(CC4)NC(OC(C)(C)C)=O)C=C1)F